ClC=1C2=C(N=C(N1)NC=1N=CC=3CCC4=C(C3C1F)NC1=C4C(NCC1)=O)CCN(C2)C 2-((4-chloro-6-methyl-5,6,7,8-tetrahydropyrido[4,3-d]pyrimidin-2-yl)amino)-1-fluoro-5,6,8,9,10,11-hexahydro-7H-pyrido[3',4':4,5]pyrrolo[2,3-f]isoquinolin-7-one